3-[(3-fluoro-2-methylphenyl)amino]-2-[2-methoxypyrido[3,2-d]pyrimidin-8-yl]-1H,5H,6H,7H-pyrrolo[3,2-c]pyridin-4-one FC=1C(=C(C=CC1)NC1=C(NC2=C1C(NCC2)=O)C2=CC=NC1=C2N=C(N=C1)OC)C